OC1(COC1)C1=CC=C(C=C1)C(=O)N1CCC(CC1)(C1=CC=C(C=C1)C(F)(F)F)OC=1SC2=C(N1)C=CC(=C2)C(F)(F)F (4-(3-hydroxyoxetan-3-yl)phenyl)(4-((6-(trifluoromethyl)benzo[d]thiazol-2-yl)oxy)-4-(4-(trifluoromethyl)phenyl)piperidin-1-yl)methanone